(S)-3-(4-(5,6-dichloro-3-methyl-2-oxo-2,3-dihydro-1H-benzo[d]imidazol-1-yl)phenyl)-2-(tritylamino)propionic acid methyl ester COC([C@H](CC1=CC=C(C=C1)N1C(N(C2=C1C=C(C(=C2)Cl)Cl)C)=O)NC(C2=CC=CC=C2)(C2=CC=CC=C2)C2=CC=CC=C2)=O